P(=O)(OC[N+]1=C(C(=CC=C1)C1=CC(=NO1)CC1=CC(=NC=C1)OCC1=CC=CC=C1)N)(O)[O-] (2-amino-3-(3-((2-(benzyloxy)pyridin-4-yl)methyl)isoxazol-5-yl)pyridin-1-ium-1-yl)methyl hydrogen phosphate